N[C@H](C(=O)O)CC1=CC(=C(C=C1)NC1=NC=C(C(=N1)C=1C=C(C=CC1)C)C(F)(F)F)OC (S)-2-amino-3-(3-methoxy-4-((4-m-tolyl-5-(trifluoromethyl)pyrimidin-2-yl)amino)phenyl)propanoic acid